(R)-1-(2-((4-(4-(6-(5-(2-(2,4-difluorophenyl)pyrrolidin-1-yl)pyrazolo[1,5-a]pyrimidin-3-yl)pyridin-2-yl)piperazin-1-yl)piperidin-1-yl)methyl)phenyl)dihydropyrimidine-2,4(1H,3H)-dione FC1=C(C=CC(=C1)F)[C@@H]1N(CCC1)C1=NC=2N(C=C1)N=CC2C2=CC=CC(=N2)N2CCN(CC2)C2CCN(CC2)CC2=C(C=CC=C2)N2C(NC(CC2)=O)=O